5-amino-N-(3-chloro-4-fluorophenyl)-3-(3',3a',4',5',6',6a'-hexahydro-1'H,4H-spiro[oxazole-5,2'-pentalene]-5'-yl)-1-methyl-1H-pyrazole-4-carboxamide NC1=C(C(=NN1C)C1CC2CC3(CC2C1)CN=CO3)C(=O)NC3=CC(=C(C=C3)F)Cl